1-[8-(2-Diethylamino-ethoxy)-6,6-dimethyl-11-oxo-6,11-dihydro-5H-benzo[b]carbazol-3-yl]-3-phenyl-urea C(C)N(CCOC=1C=CC2=C(C(C=3NC4=CC(=CC=C4C3C2=O)NC(=O)NC2=CC=CC=C2)(C)C)C1)CC